NCCC1=C(C2=C(N=CO2)C(=C1)C=1C=NC(=CC1)OC(F)(F)F)CO (6-(aminoethyl)-4-(6-(trifluoromethoxy)pyridin-3-yl)benzo[d]oxazol-7-yl)methanol